(R)-6-bromo-2-chloro-N-(1-(3-trifluoromethylphenyl)ethyl)quinazolin-4-amine BrC=1C=C2C(=NC(=NC2=CC1)Cl)N[C@H](C)C1=CC(=CC=C1)C(F)(F)F